8-(2,3-Difluorobenzyl)-2-((4,5-dimethylfuran-2-yl)methyl)-6-phenylimidazo[1,2-a]pyrazin-3-yl-acetat FC1=C(CC=2C=3N(C=C(N2)C2=CC=CC=C2)C(=C(N3)CC=3OC(=C(C3)C)C)CC(=O)[O-])C=CC=C1F